(pentan-3-yl)benzamide CCC(CC)C1=C(C(=O)N)C=CC=C1